FC(C1=CC=C(C=C1)N1CC(CC2=CC=CC=C12)CNCCC#N)(F)F 3-(((1-(4-(trifluoromethyl)-phenyl)-1,2,3,4-tetrahydro-quinolin-3-yl)methyl)-amino)propanenitrile